9'-(2-bromopyridin-5-yl)-9'H-9,3':6',9''-tercarbazole BrC1=NC=C(C=C1)N1C2=CC=C(C=C2C=2C=C(C=CC12)N1C2=CC=CC=C2C=2C=CC=CC12)N1C2=CC=CC=C2C=2C=CC=CC12